N-[4-chloro-2-[(diethyl-λ4-sulfanyl)carbamoyl]-6-methyl-phenyl]-2-(3-chloro-2-pyridinyl)-5-(trifluoromethyl)pyrazole-3-carboxamide ClC1=CC(=C(C(=C1)C)NC(=O)C=1N(N=C(C1)C(F)(F)F)C1=NC=CC=C1Cl)C(NS(CC)CC)=O